ClC1=C(COC(=O)NC=2C(=NOC2C2=CC=C(C=N2)NC(=O)[C@@H]2[C@H](CCCC2)C(=O)O)C)C=CC=C1 (1S,2S)-2-((6-(4-((((2-chlorobenzyl)oxy)carbonyl)amino)-3-methylisoxazol-5-yl)pyridin-3-yl)carbamoyl)cyclohexane-1-carboxylic acid